3-((4-(4-(quinoline-8-sulfonamido)benzoyl) piperazin-1-yl)methyl)phenyl acetate C(C)(=O)OC1=CC(=CC=C1)CN1CCN(CC1)C(C1=CC=C(C=C1)NS(=O)(=O)C=1C=CC=C2C=CC=NC12)=O